OC1=C(C(=O)O)C=C(C=C1)\N=N\C1=C(C=CC=C1)C1=NC(=NC=C1)NC1=CC=C(C=C1)C (E)-2-hydroxy-5-((2-(2-(p-tolylamino)pyrimidin-4-yl)phenyl)diazenyl)benzoic acid